FC1=C(C(=CC(=C1)OC)F)[C@H]1[C@@H](C(NC1)=O)NC=1OC(=NN1)C1=CC=C(C=C1)OC(F)(F)F (3s,4r)-4-(2,6-difluoro-4-methoxyphenyl)-3-({5-[4-(trifluoromethoxy)phenyl]-1,3,4-oxadiazol-2-yl}amino)pyrrolidin-2-one